FC(C1=CC=CC(=N1)C(=O)NC1=CC2=CN(N=C2C=C1)C1CCC(CC1)CO)F 6-(Difluoromethyl)-N-[2-[4-(hydroxymethyl)cyclohexyl]indazol-5-yl]pyridine-2-carboxamide